CC=1C=C2C=NNC2=C(C1)S(=O)(=O)N1[C@@H](CCC1)C(=O)O (S)-1-((5-methyl-1H-indazol-7-yl)sulfonyl)pyrrolidine-2-carboxylic acid